CN(S(=O)(=O)C1CCC(CC1)C)C1=C(C=C(C(=O)O)C=C1)F 4-(N,4-Dimethylcyclohexanesulfonamido)-3-fluorobenzoic acid